1-(cyanomethoxy)-2-methyl-1-oxopropan-2-yl 2-chloro-5-[4-(1,1-difluoroethyl)-3-methyl-2,6-dioxo-3,6-dihydropyrimidin-1(2H)-yl]-4-fluorobenzoate ClC1=C(C(=O)OC(C(=O)OCC#N)(C)C)C=C(C(=C1)F)N1C(N(C(=CC1=O)C(C)(F)F)C)=O